N-(5-cyclopropyl-1H-pyrazol-3-yl)-2-(1-(4-methylthiazol-2-yl)-1H-pyrazol-4-yl)acetamide C1(CC1)C1=CC(=NN1)NC(CC=1C=NN(C1)C=1SC=C(N1)C)=O